N[C@@H](CC(=O)OCC)C=1C=C(C=C(C1F)C)C1=C(C=C(C=C1C)CN1CC(C1)F)C ethyl (s)-3-amino-3-(4-fluoro-4'-((3-fluoroazetidin-1-yl)methyl)-2',5,6'-trimethyl-[1,1'-biphenyl]-3-yl)propanoate